ClC=1C=C2C(N(C(N(C2=CC1)CC1=CC=C(C(=O)NO)C=C1)=O)CCC1=CC=CC=C1)=O 4-((6-chloro-2,4-dioxo-3-phenethyl-3,4-dihydroquinazolin-1(2H)-yl)methyl)-N-hydroxybenzoamide